C(#N)C1=CC=C(C=C1)S(=O)(=O)N(C1=CC=C2CCCN(C2=C1)S(=O)(=O)C)S(=O)(=O)C1=CC=C(C=C1)C#N 4-cyano-N-((4-cyanophenyl)sulfonyl)-N-(1-(methylsulfonyl)-1,2,3,4-tetrahydroquinolin-7-yl)benzenesulfonamide